ClCC[Ga] chloroethyl-gallium